Cl.N=1C=CN2C1C(=CC=C2)C(=O)N imidazo[1,2-a]pyridine-8-carboxamide hydrochloride